1,4-bis[(3-(3-amino-2-hydroxypropyl)-oleylamino)propyl]piperazine NCC(CC(CCNCCCN1CCN(CC1)CCCNCCC(CCCCC\C=C/CCCCCCCC)CC(CN)O)CCCCC\C=C/CCCCCCCC)O